OC1C(=O)OCC1 α-hydroxy-γ-butyrolactone